C(C)(C)(C)OC(=O)N1CC(C1)(C(=O)O)NC(=O)OCC1C2=CC=CC=C2C=2C=CC=CC12 1-(tert-butoxycarbonyl)-3-{[(9H-fluoren-9-ylmethoxy)carbonyl]amino}azetidine-3-carboxylic acid